C[C@@H]1N(CC1)C=1N=C(C2=C(N1)CCC2)C=2C=C(C(=O)N1[C@H](CC1)C(=O)O)C=CC2 (R)-1-(3-(2-((S)-2-methylazetidin-1-yl)-6,7-dihydro-5H-cyclopenta[d]pyrimidin-4-yl)benzoyl)azetidine-2-carboxylic acid